C(CCCCCC\C=C/CCC)O (Z)-8-Dodecen-1-ol